C1=C(C=CC2=CC=CC=C12)C1=CC=C(C=C1)NC1=CC2=CC=CC=C2C=C1 N-(4-(naphthalen-2-yl)phenyl)naphthalen-2-amine